5-amino-N-(4-(3-aminoprop-1-yn-1-yl)-3-(hydroxymethyl)phenyl)pentanamide NCCCCC(=O)NC1=CC(=C(C=C1)C#CCN)CO